C(C)S(=O)(=O)C1=CC=C(CC2=C(C(=O)N)C=CC(=C2)N2[C@@H](CC(C2)C2=CC=C(C=C2)C(F)(F)F)CN2CCCC2)C=C1 (4-(ethylsulfonyl)benzyl)-4-((2S)-2-(pyrrolidin-1-ylmethyl)-4-(4-(trifluoromethyl)phenyl)pyrrolidin-1-yl)benzamide